1,1-dioxo-1λ6-thiane-3-carboxylic acid O=S1(CC(CCC1)C(=O)O)=O